N1(CCC2=CC=CC=C12)C(CNS(=O)(=O)C1CCOCC1)C N-(2-(INDOLIN-1-YL)PROPYL)TETRAHYDRO-2H-PYRAN-4-SULFONAMIDE